COC(=O)C=1C=C2C=CC3(CCNCC3)OC2=CC1C(=O)OC spiro[chromene-2,4'-piperidine]-6,7-dicarboxylic Acid Dimethyl Ester